(((1r,4r)-4-(aminomethyl)cyclohexyl)methyl)-1H-benzo[D]imidazol-2(3H)-one NCC1CCC(CC1)CN1C(NC2=C1C=CC=C2)=O